NC=1C=C(C(N(C1)CC(F)(F)F)=O)F 5-Amino-3-fluoro-1-(2,2,2-trifluoroethyl)pyridin-2(1H)-one